5-(2-((7-chloro-1,2,3,4-tetrahydroisoquinolin-6-yl)amino)-5-(trifluoromethyl)pyrimidin-4-yl)thiophene-3-carboxamide ClC1=C(C=C2CCNCC2=C1)NC1=NC=C(C(=N1)C1=CC(=CS1)C(=O)N)C(F)(F)F